(2S)-N-((3S,6S,10aR)-3-((3-acetyl-5-chloro-1H-indol-1-yl)methyl)-8-ethoxy-5-oxodecahydropyrrolo[1,2-a]azocine-6-yl)-2-(methylamino)propanamide C(C)(=O)C1=CN(C2=CC=C(C=C12)Cl)C[C@@H]1CC[C@H]2N1C([C@H](CC(CC2)OCC)NC([C@H](C)NC)=O)=O